CN1C[C@H]([C@H](CC1)NC1=C2C=C(N(C2=CC=C1)CC(F)(F)F)C1=NOC(=N1)CNC(=O)C1=CN(C=C1)C1(CC1)COC)C N-{[3-(4-{[(3R,4S)-1,3-dimethylpiperidin-4-yl]amino}-1-(2,2,2-trifluoroethyl)-1H-indol-2-yl)-1,2,4-oxadiazol-5-yl]methyl}-1-[1-(methoxymethyl)cyclopropyl]-1H-pyrrole-3-carboxamide